3-(hydroxymethyl)-4-(2-(hydroxymethyl)-4-nitrophenyl)piperazine-1-carboxylate OCC1CN(CCN1C1=C(C=C(C=C1)[N+](=O)[O-])CO)C(=O)[O-]